6-(1,3-dihydroxypropyl)-2-(2-ethoxy-5-((4-methylpiperazin-1-yl)sulfonyl)phenyl)-5-methyl-7-propylpyrrolo[2,1-f][1,2,4]triazin-4(3H)-one OC(CCO)C=1C(=C2C(NC(=NN2C1CCC)C1=C(C=CC(=C1)S(=O)(=O)N1CCN(CC1)C)OCC)=O)C